C1(CC1)C(CC(=O)[O-])(C)O 3-cyclopropyl-3-hydroxybutanoate